6-naphthalenedimethanol C1(=CC=CC2=CC(=CC=C12)CO)CO